tert-butyl 3-(4-cyanophenyl)oxaziridine-2-carboxylate C(#N)C1=CC=C(C=C1)C1N(O1)C(=O)OC(C)(C)C